NC1=CC=C(C(=C1NCCCN(C(OC(C)(C)C)=O)C)Br)Cl tert-butyl N-[3-(6-amino-2-bromo-3-chloro-anilino)propyl]-N-methyl-carbamate